tert-Butyl N-[(9R,10E,13S)-3-(2H3)methyl-9-methyl-8-oxo-3,4,7,15-tetraazatricyclo[12.3.1.02,6]octadeca-1(18),2(6),4,10,14,16-hexaen-13-yl]carbamate C(N1C=2C=3C=CN=C([C@H](C/C=C/[C@H](C(NC2C=N1)=O)C)NC(OC(C)(C)C)=O)C3)([2H])([2H])[2H]